3-((4-(2-((3S,4S)-3-amino-4-methylpyrrolidine-1-carbonyl)-5-chloro-3-methylphenyl)pyrrolo[2,1-f][1,2,4]triazin-6-yl)methyl)-6,6-dimethyl-3-azabicyclo[3.1.0]hexane-2,4-dione N[C@@H]1CN(C[C@@H]1C)C(=O)C1=C(C=C(C=C1C)Cl)C1=NC=NN2C1=CC(=C2)CN2C(C1C(C1C2=O)(C)C)=O